cetyl-tributyl-phosphonium tetrafluoroborate F[B-](F)(F)F.C(CCCCCCCCCCCCCCC)[P+](CCCC)(CCCC)CCCC